Dianhydro-D-mannitol monooleate CCCCCCCC/C=C\CCCCCCCC(=O)OC1COC2C1OCC2O